ClC1=C(C(=CC=C1)Cl)N1CCCN(S1(=O)=O)CC(=O)NC1C2CC3(CC(CC1C3)C2)C(=O)N 4-(2-(6-(2,6-dichlorophenyl)-1,1-dioxido-1,2,6-thiadiazinan-2-yl)acetamido)adamantan-1-carboxamide